ethyl 3-(3-{(1R)-1-[6-(benzyloxy)-2,2-dioxo-2H-1,2λ6,3-benzoxathiazin-3(4H)-yl]ethyl}-4-methylphenyl)-3-{1-[6-(benzyloxy)hexyl]-4-methyl-1H-benzotriazol-5-yl}propanoate C(C1=CC=CC=C1)OC=1C=CC2=C(CN(S(O2)(=O)=O)[C@H](C)C=2C=C(C=CC2C)C(CC(=O)OCC)C2=C(C3=C(N(N=N3)CCCCCCOCC3=CC=CC=C3)C=C2)C)C1